Ethyl 2,4-dichloro-6-(2-cyanoethyl)-7-(2,3-dichlorophenyl)-8-fluoroquinoline-3-carboxylate ClC1=NC2=C(C(=C(C=C2C(=C1C(=O)OCC)Cl)CCC#N)C1=C(C(=CC=C1)Cl)Cl)F